3-cyclopropyl-1H-pyridin-2-one C1(CC1)C=1C(NC=CC1)=O